pyrrole-1-carboxylate N1(C=CC=C1)C(=O)[O-]